FC1=CC(=C2C=CN(C2=C1)CCO)C1=C(C=2C3=C(C(NC2C=C1F)(C)C)N=NN3C)C 2-[6-Fluoro-4-(7-fluoro-1,4,4,9-tetramethyl-5H-triazolo[4,5-c]chinolin-8-yl)indol-1-yl]ethanol